(1,1'-Biphenyl)-4-ol, sodium salt [Na].C1(=CC=C(C=C1)O)C1=CC=CC=C1